trans-4-ethyl-4'-(4-vinylcyclohexyl)-1,1'-biphenyl C(C)C1=CC=C(C=C1)C1=CC=C(C=C1)[C@@H]1CC[C@H](CC1)C=C